COC1=CC=C(C=C1)C(C(=C)C)=O 1-(4-methoxyphenyl)-2-methylpropan-2-en-1-one